10-(2-benzoxazolyl)-2,3,6,7-tetrahydro-1H,5H,11H-[1]benzopyrano[6,7,8-ij]quinolizin-11-one O1C(=NC2=C1C=CC=C2)C=2C(OC=1C(C2)=CC=2CCCN3CCCC1C23)=O